3-(5-((3-(5-((1r,3r)-3-((5-(8,9-difluoro-5H-pyrido[4,3-b]indol-7-yl)pyridin-2-yl)oxy)cyclobutoxy)pyridin-2-yl)prop-2-yn-1-yl)oxy)-1-oxoisoindolin-2-yl)piperidine-2,6-dione FC1=C(C=2C3=C(NC2C=C1C=1C=CC(=NC1)OC1CC(C1)OC=1C=CC(=NC1)C#CCOC=1C=C2CN(C(C2=CC1)=O)C1C(NC(CC1)=O)=O)C=CN=C3)F